C1N(CC12CCNCC2)CC=2C=CC=C1CCCN(C21)C(C)=O 1-(8-((2,7-diazaspiro[3.5]non-2-yl)methyl)-3,4-dihydroquinolin-1(2H)-yl)ethan-1-one